(±)-(trans)-3-(hydroxymethyl)-4-(4-methoxyphenyl)-9-azabicyclo[4.2.1]nonane-9-carboxylic acid tert-butyl ester C(C)(C)(C)OC(=O)N1C2CC(C(CC1CC2)C2=CC=C(C=C2)OC)CO